FC=1C=C(C=CC1)C=1N=NN(C1)[C@@H]1[C@H]([C@@H](O[C@@H]([C@@H]1O)CO)N(C(CC1=CC=CC=C1)=O)C)O N-((2R,3R,4S,5R,6R)-4-(4-(3-fluorophenyl)-1H-1,2,3-triazol-1-yl)-3,5-dihydroxy-6-(hydroxymethyl)tetrahydro-2H-pyran-2-yl)-N-methyl-2-phenylacetamide